1-(4-methylsulfonylphenyl)-9H-pyrido[3,4-b]indole-3-carboxylic acid CS(=O)(=O)C1=CC=C(C=C1)C1=NC(=CC2=C1NC1=CC=CC=C21)C(=O)O